C(C=C)(=O)N1[C@@H](CN(CC1)C1=C(C(=NC2=C(C(=C(C=C12)Cl)C1=CC=C(C2=C1N=C(S2)N)F)F)O[C@@H]2CN(C[C@H]2OC)C)C#N)C 4-((R)-4-Acryloyl-3-methylpiperazin-1-yl)-7-(2-amino-7-fluorobenzo[d]thiazol-4-yl)-6-chloro-8-Fluoro-2-(((3R,4R)-4-methoxy-1-methylpyrrolidin-3-yl)oxy)quinoline-3-carbonitrile